N-(2-methylbenzyl)-1,1-diphenylmethanimine CC1=C(CN=C(C2=CC=CC=C2)C2=CC=CC=C2)C=CC=C1